C(CCC)NS(=O)(=O)C1(CC1)COC=1N=NC=C2C1N(C(C(=C2)C(=O)NCC2=CC=C(C=C2)Cl)=O)C 8-((1-(N-butylsulfamoyl)cyclopropyl)methoxy)-N-(4-chlorobenzyl)-1-methyl-2-oxo-1,2-dihydropyrido[2,3-d]pyridazine-3-carboxamide